Cl.NCCNS(=O)(=O)C1=CC(=C(C=C1)NC1CCCCC1)NCC1=CC=CC=C1 N-(2-aminoethyl)-3-(benzylamino)-4-(cyclohexylamino)benzenesulfonamide hydrochloride